OC1=C(C(N(C2=NC=C(C=C12)C1=CC=C(C=C1)OC)CCN1CCOCC1)=O)C(=O)NC1CCC(CC1)C 4-hydroxy-6-(4-methoxyphenyl)-N-((1R,4R)-4-methylcyclohexyl)-1-(2-morpholinoethyl)-2-oxo-1,2-dihydro-1,8-naphthyridine-3-carboxamide